bis(4-t-butyl cyclohexyl) peroxy dicarbonate C(OC1CCC(CC1)C(C)(C)C)(OOOOC(OC1CCC(CC1)C(C)(C)C)=O)=O